propyl-1H-pyrazole C(CC)N1N=CC=C1